FCCCN1CC(C1)CC1=CC=C(S1)[C@H]1N([C@@H](CC2=C1NC1=CC=CC=C21)C)CC(F)(F)F (1S,3R)-1-(5-((1-(3-Fluoropropyl)azetidin-3-yl)methyl)thiophen-2-yl)-3-methyl-2-(2,2,2-trifluoroethyl)-2,3,4,9-tetrahydro-1H-pyrido[3,4-b]indole